N-(2-pyridinylmethyl)-N'-(phenylmethyl)-N'-(5,6,7,8-tetrahydro-8-quinolinyl)-1,4-benzenedimethanamine N1=C(C=CC=C1)CNCC1=CC=C(C=C1)CN(C1CCCC=2C=CC=NC12)CC1=CC=CC=C1